FC(C1=C(CC2C(N(CC2)C2=C(C(=NN2COCC[Si](C)(C)C)C2=CN=NC=C2)CO)=O)C=CC(=C1)F)F 3-(2-(Difluoromethyl)-4-fluorobenzyl)-1-(4-(hydroxymethyl)-3-(pyridazin-4-yl)-1-((2-(trimethylsilyl)ethoxy)methyl)-1H-pyrazol-5-yl)pyrrolidin-2-one